4-((1R,5S)-3,8-Diazabicyclo[3.2.1]octan-3-yl)-7-(8-ethyl-7-fluoro-3-hydroxynaphthalen-1-yl)-2-((1-(pyrrolidin-1-ylmethyl)cyclopropyl)methoxy-d2)pyrido[3,4-d]pyrimidin-8(7H)-one [C@H]12CN(C[C@H](CC1)N2)C=2C1=C(N=C(N2)OC([2H])([2H])C2(CC2)CN2CCCC2)C(N(C=C1)C1=CC(=CC2=CC=C(C(=C12)CC)F)O)=O